(5-(1-aminoethyl)-7-(4-(trifluoromethoxy)phenyl)-2,3-dihydrobenzofuran-4-yl)methanol NC(C)C=1C=C(C2=C(CCO2)C1CO)C1=CC=C(C=C1)OC(F)(F)F